[Si]([O-])([O-])(O)O.[Ca+2] mono-calcium silicate